5-methylcyclohexyl-3-methylbut-2-enoate CC1CCCC(C1)OC(C=C(C)C)=O